(R)-6-(3-cyanopyrrolo[1,2-b]pyridazin-7-yl)-4-((4-(2-(difluoromethyl)thiazol-5-yl)cyclohexyl)amino)-N-(2-fluoro-3-hydroxy-3-methylbutyl)nicotinamide C(#N)C1=CC=2N(N=C1)C(=CC2)C2=NC=C(C(=O)NC[C@H](C(C)(C)O)F)C(=C2)NC2CCC(CC2)C2=CN=C(S2)C(F)F